N1(CCOCC1)CCN(CCO)CCO 2-morpholinyl-N,N-bis(2-hydroxyethyl)ethylamine